CN(C(COC1=CC=C(C=C1)C1=CN=C(S1)NC(=O)C1N2C=CC=C2C(CC1)=O)=O)C N-[5-[4-[2-(dimethylamino)-2-oxo-ethoxy]phenyl]thiazol-2-yl]-8-oxo-6,7-dihydro-5H-indolizine-5-carboxamide